C1(=CC=CC=C1)NC(OC1CN(CC1)C=1SC(=CC1)C=C1C(=NOC1=O)C(F)(F)F)=O 1-(5-((5-oxo-3-(trifluoromethyl)isoxazol-4(5H)-ylidene)methyl)thiophen-2-yl)pyrrolidin-3-yl phenylcarbamate